C(C)(=O)OCCCCCCCC\C=C/C\C=C\C (9z,12e)-9,12-tetradecadiene-1-ol acetate